6-(difluoromethyl)-4-isopropoxypyridin-3-amine FC(C1=CC(=C(C=N1)N)OC(C)C)F